Ethyl ((1R,3R)-3-(6-((3-((cyclobutoxycarbonyl)amino)-5-(1-methyl-1H-pyrazol-4-yl)phenyl)amino)-3-methyl-2-oxo-2,3-dihydro-1H-imidazo[4,5-c]pyridin-1-yl)cyclopentyl)carbamate C1(CCC1)OC(=O)NC=1C=C(C=C(C1)C=1C=NN(C1)C)NC1=CC2=C(C=N1)N(C(N2[C@H]2C[C@@H](CC2)NC(OCC)=O)=O)C